1-hydrazineyl-2-methylpropan-2-ol N(N)CC(C)(O)C